COC1=CC=C(CN2C3=NC(=NC(=C3N=C2)N2C=CC=3C=NC=CC32)C3=NC(=CC=C3)C)C=C1 9-(4-methoxybenzyl)-2-(6-methylpyridin-2-yl)-6-(1H-pyrrolo[3,2-c]pyridin-1-yl)-9H-purine